FC=1C(=NC(=NC1)NCC1=C(N=NN1C)C1=CC=C(C(=N1)C)O[C@@H]1C[C@H](CCC1)C(=O)O)NCCC(C)C (1S,3S)-3-((6-(5-(((5-fluoro-4-(isopentylamino)pyrimidin-2-yl)amino)methyl)-1-methyl-1H-1,2,3-triazol-4-yl)-2-methylpyridin-3-yl)oxy)cyclohexane-1-carboxylic acid